CP(=O)(C)C1=CC2=C(N=C(N=C2N[C@H](C)C=2C(=C(C=CC2)C([C@@H](CC)O)(F)F)F)C)C=N1 |o1:22| (2R*)-1-{3-[(1R)-1-{[6-(dimethylphosphoryl)-2-methylpyrido[3,4-d]pyrimidin-4-yl]amino}ethyl]-2-fluorophenyl}-1,1-difluorobutan-2-ol